OC(COC[C@H](NC)C(=O)O)(C)C O-(2-hydroxy-2-methylpropyl)-N-methyl-L-serine